CC1(C=NC=COC1)O 6-methyl-1,4-oxazepine-6-ol